((difluoromethyl)seleno)benzoic acid methyl ester COC(C1=C(C=CC=C1)[Se]C(F)F)=O